4-methoxy-2-methyl-2H-thieno[3,2-e]indazole-7-carboxylic acid COC1=CC2=C(C3=CN(N=C13)C)C=C(S2)C(=O)O